ClC=1C=C(C(=C(C#N)C1)C)OC1=C(N=CN(C1=O)CC=1C(=NC(=CC1C)C)OC)C(C(F)F)(F)F 5-chloro-3-((1-((2-methoxy-4,6-dimethylpyridin-3-yl)methyl)-6-oxo-4-(1,1,2,2-tetrafluoroethyl)-1,6-dihydropyrimidin-5-yl)oxy)-2-methylbenzonitrile